{3-[(4-methyl-1,3-thiazol-2-yl)carbamoyl]phenyl}boronic acid CC=1N=C(SC1)NC(=O)C=1C=C(C=CC1)B(O)O